2-(isopropylamino)pyrimidine-5-carboxamide C(C)(C)NC1=NC=C(C=N1)C(=O)N